N1=CC=C(C=C1)[Ir].[Ir] iridium (4-pyridyl)iridium